methyl 2-(6-bromo-4-(difluoromethyl)-1-thioxophthalazin-2(1H)-yl)acetate BrC=1C=C2C(=NN(C(C2=CC1)=S)CC(=O)OC)C(F)F